COC=1C=CC=2C3=C(C(OC2C1)(C)C)SC=C3 7-Methoxy-4,4-dimethyl-4H-thieno[2,3-c]chromene